tert-Butyl (R)-1,3,4,5-tetramethyl-2-oxo-1,2,5,7-tetrahydro-6H-pyrrolo[3,4-b]pyridine-6-carboxylate CN1C2=C(C(=C(C1=O)C)C)[C@H](N(C2)C(=O)OC(C)(C)C)C